ClC1=NC=CC(=N1)C1(CC1)NC(OC(C)(C)C)=O tert-butyl (1-(2-chloropyrimidin-4-yl)cyclopropyl)carbamate